(R)-N-((S)-1-(1H-imidazol-2-yl)-2-methylpropyl)-2-acetamidopropaneamide N1C(=NC=C1)[C@H](C(C)C)NC([C@@H](C)NC(C)=O)=O